FC1=CC(=C(C(=C1)C(C)C)NC(=O)N([S@](=O)(=N)C=1C=NN2C1OC[C@H](C2)OC)C(C2=CC=CC=C2)(C2=CC=CC=C2)C2=CC=CC=C2)C(C)C (R,6S)-N-((4-fluoro-2,6-diisopropylphenyl)carbamoyl)-6-methoxy-N-trityl-6,7-dihydro-5H-pyrazolo[5,1-b][1,3]oxazine-3-sulfonimidamide